ClC1=CC=C2C(=C3N(C2=C1Cl)CC(CC3)NS(=O)(=O)CCC(=O)OC)C=3C=NN(C3)C3OCCCC3 Methyl 3-(N-(3,4-dichloro-10-(1-(tetrahydro-2H-pyran-2-yl)-1H-pyrazol-4-yl)-6,7,8,9-tetrahydropyrido[1,2-a]indol-7-yl)sulfamoyl)propanoate